Thiophen-4-amine S1C=CC(=C1)N